CC1(CCN(CC1)C=1C=NC(=NC1)N1N=CC2=CC(=C(C(=C12)F)O)F)C 1-(5-(4,4-Dimethylpiperidin-1-yl)pyrimidin-2-yl)-5,7-difluoro-1H-indazol-6-ol